1-[(2-chloropyridin-4-yl)methyl]-3-[rac-(1R,2S)-2-cyclohexylcyclopropyl]urea ClC1=NC=CC(=C1)CNC(=O)N[C@H]1[C@@H](C1)C1CCCCC1 |r|